(2R)-N-[3,7-difluoro-2-(hydroxymethyl)indan-5-yl]-2-(dimethylamino)propanamide FC1C(CC2=C(C=C(C=C12)NC([C@@H](C)N(C)C)=O)F)CO